4-[(2R)-2-methylmorpholin-4-yl]-2-[(2S)-2-(p-tolylmethyl)pyrrolidin-1-yl]-1H-pyrimidin-6-one C[C@@H]1CN(CCO1)C=1N=C(NC(C1)=O)N1[C@@H](CCC1)CC1=CC=C(C=C1)C